Isopropyl ((S)-((4-(8-(1,3,4-oxadiazol-2-yl)-2-(perfluoroethyl)imidazo[1,2-a][1,8]naphthyridin-4-yl)benzyl)oxy)(phenoxy)phosphoryl)-L-alaninate O1C(=NN=C1)C=1N=C2N(C=3N=C(C=C(C3C=C2)C2=CC=C(CO[P@](=O)(OC3=CC=CC=C3)N[C@@H](C)C(=O)OC(C)C)C=C2)C(C(F)(F)F)(F)F)C1